COC(C)=CCC=C(CC)C 2-methoxy-6-methyl-octa-2,5-diene